C(C)(C)(C)C1=CC=C(C=C1)C=CS(=O)(=O)C1=CC=C(C=C1)I 1-(tert-butyl)-4-(2-((4-iodophenyl)sulfonyl)vinyl)benzene